5-Bromo-3,4,7-trichloro-2-methyl-2H-indazole BrC1=C(C2=C(N(N=C2C(=C1)Cl)C)Cl)Cl